N-(4-(2-fluoro-4-(3-(4-fluorophenethyl)ureido)phenoxy)-7-methoxyquinazolin-6-yl)butanamide FC1=C(OC2=NC=NC3=CC(=C(C=C23)NC(CCC)=O)OC)C=CC(=C1)NC(=O)NCCC1=CC=C(C=C1)F